C=C1SC=CN1 methylene-2,3-dihydrothiazole